ClC=1C=C2C(=NC1C1=CC=C(C=C1)N1C[C@H](CC1)O)N=C(N2)SCC(=O)O (S)-2-((6-chloro-5-(4-(3-hydroxypyrrolidin-1-yl)phenyl)-1H-imidazo[4,5-b]pyridin-2-yl)thio)acetic acid